BrC1=CC(=CC(C1OCCO)(Br)Br)C1=CC(=C(C=C1)OCCO)Br 2,2'-[(3,3',5,5-tetrabromo[1,1'-biphenyl]-4,4'-diyl)bis(oxy)]di(ethan-1-ol)